C(C)(C)(C)S(=O)N1[C@@H]([C@@H]1CC)C(=O)O (2S,3S)-1-(tert-butylsulfinyl)-3-ethyl-aziridine-2-carboxylic acid